6-((16-(1-(6-carboxypyridin-2-yl)-4-methylpentyl)-1,4,10,13-tetraoxa-7,16-diazacyclooctadecan-7-yl)methyl)picolinic acid C(=O)(O)C1=CC=CC(=N1)C(CCC(C)C)N1CCOCCOCCN(CCOCCOCC1)CC1=CC=CC(=N1)C(=O)O